N1=CC(=CC=2C(CC=CC12)=O)C(=O)[O-] quinolin-5-one-3-carboxylate